OC1=C(C=C2CC(C(C(C2=C1)C=1C=C(C(=CC1)O)O)C)C)OC 4-(7-hydroxy-6-methoxy-2,3-dimethyl-1,2,3,4-tetrahydronaphthalen-1-yl)benzene-1,2-diol